2-Fluoro-2-methylpropionic acid FC(C(=O)O)(C)C